tert-Butyl (1-methyl-1H-pyrazol-3-yl)carbamate CN1N=C(C=C1)NC(OC(C)(C)C)=O